C(#N)C=1C=CC(=C(C1)CNC(C1=CC(=C(C=C1)OC(F)(F)F)F)=O)OC N-[(5-cyano-2-methoxyphenyl)-methyl]-3-fluoro-4-(trifluoromethoxy)-benzamide